(3ar,4r,5r,6as)-2-((S)-2-(6-fluoro-5-hydroxypyridin-2-yl)-2-hydroxyethyl)-5-phenoxyhexahydrocyclopenta[c]pyrrole-3a,4(1H)-diol FC1=C(C=CC(=N1)[C@H](CN1C[C@H]2[C@@](C1)([C@@H]([C@@H](C2)OC2=CC=CC=C2)O)O)O)O